The molecule is a glycophytoceramide having an alpha-D-glucopyranosyl residue at the O-1 position and an icosa-11,14-dienoyl group attached to the nitrogen. It derives from an alpha-D-glucose. CCCCCCCCCCCCCC[C@H]([C@H]([C@H](CO[C@@H]1[C@@H]([C@H]([C@@H]([C@H](O1)CO)O)O)O)NC(=O)CCCCCCCCC/C=C\\C/C=C\\CCCCC)O)O